BrC=1C=C(C(=NC1)OC(C)C1=CC=CC=C1)Cl 5-bromo-3-chloro-2-(1-phenylethoxy)pyridine